acrylamidoaniline C(C=C)(=O)NNC1=CC=CC=C1